NC1=NC=NN2C1=C(C=C2C=2C=CC(=C(C(=O)N[C@@H]1CN(C[C@@H]1F)C(CC(F)(F)F)=O)C2)Cl)CN2CCC(CC2)(F)F 5-{4-amino-5-[(4,4-difluoropiperidin-1-yl)methyl]pyrrolo[2,1-f][1,2,4]triazin-7-yl}-2-chloro-N-[(3R,4S)-4-fluoro-1-(3,3,3-trifluoropropanoyl)pyrrolidin-3-yl]benzamide